C1(=CC=CC=C1)N(C1=CC=CC=C1)C1=CC=C(C=C1)C=CC=1C=C(C(=CC1)O)C=1C(=CC=C(C1)C=CC1=CC=C(C=C1)N(C1=CC=CC=C1)C1=CC=CC=C1)O 4,4'-bis[2-{4-(N,N-diphenylamino)phenyl}vinyl]biphenol